FC=1C=C2C(=NC1)CNC2 3-fluoro-6,7-dihydro-5H-pyrrolo[3,4-b]pyridine